N-((2R,3S)-1-(5-((S)-1-acryloylazepan-2-yl)-3-((2-(4-methoxypiperidin-1-yl)pyrimidin-4-yl)amino)isoquinolin-8-yl)-2-methylazetidin-3-yl)-N-isopropylmethanesulfonamide C(C=C)(=O)N1[C@@H](CCCCC1)C1=C2C=C(N=CC2=C(C=C1)N1[C@@H]([C@H](C1)N(S(=O)(=O)C)C(C)C)C)NC1=NC(=NC=C1)N1CCC(CC1)OC